CC(\C=C/C\C=C/C\C=C/CCCC(=O)O)\C=C/CCCCC 13-Methyl-arachidonic acid